[N+](=O)(OCCCNC1CN(C1)S(=O)(=O)C1=CC(=C(C=C1)OCC)C=1NC(C2=C(N1)C(=NN2C)CCC)=O)[O-] 3-((1-((4-ethoxy-3-(1-methyl-7-oxo-3-propyl-6,7-dihydro-1H-pyrazolo[4,3-d]pyrimidin-5-yl) phenyl)sulfonyl)azetidin-3-yl)amino)propyl nitrate